1,3,4,5-tetrahydro-benzo[d][1,3]diazepin-2-one N1C(NCCC2=C1C=CC=C2)=O